Ethyl 4'-(2-fluoropyrimidin-5-yl)-2,3,4,5-tetrahydro-[1,1'-biphenyl]-4-carboxylate FC1=NC=C(C=N1)C1=CC=C(C=C1)C=1CCC(CC1)C(=O)OCC